O=C1NC(CCC1N1C(C2=C(C=CC(=C2C1=O)F)F)=O)=O 2-(2,6-dioxopiperidin-3-yl)-4,7-difluoro-1,3-dioxoisoindol